C(C(O)CC(=O)O)(=O)O.C(C(=C)C)(=O)OCCOCCOCCOC(C(=C)C)=O 2,2'-ethylenedioxydiethyl dimethacrylate, malic acid salt